(1S,3S)-N'-hydroxy-2,2-dimethyl-3-(4-sulfamoylphenyl)cyclopropane-carboxamidine ON=C(N)[C@@H]1C([C@H]1C1=CC=C(C=C1)S(N)(=O)=O)(C)C